Cl.COC=1C=C(C=CC1)C=1N=C(C2=C(C=NNC2=O)N1)NC1=CC=C(C=C1)CN1CCNCC1 2-(3-Methoxyphenyl)-4-(4-(piperazin-1-ylmethyl)phenylamino)pyrimido[4,5-d]pyridazin-5(6H)-on Hydrochlorid